NCC=1OC2=C(C1)C=C(C=C2OC[3H])C2=CC=C(C=N2)C(=O)N2CCC(CC2)(F)F (6-(2-(aminomethyl)-7-(tritiomethoxy)benzofuran-5-yl)pyridin-3-yl)(4,4-difluoropiperidin-1-yl)methanone